2-(2,2,2-trifluoroethyl)thieno[2,3-b]pyridine-5-carbonitrile FC(CC1=CC=2C(=NC=C(C2)C#N)S1)(F)F